2-(3,3-difluorocyclobutyl)-N-(3-(3,3-difluorocyclobutyl)-1,4-dimethyl-1H-pyrazol-5-yl)acetamide FC1(CC(C1)CC(=O)NC1=C(C(=NN1C)C1CC(C1)(F)F)C)F